CC1=C(C=NC(=C1)N1N=CC(=C1)CN1C[C@H](N(C(C1)=O)C)C=1C(=C2COC(C2=CC1)=O)C)C#N (R)-4-methyl-6-(4-((4-methyl-3-(4-methyl-1-oxo-1,3-dihydroisobenzofuran-5-yl)-5-oxopiperazin-1-yl)methyl)-1H-pyrazol-1-yl)pyridine-3-carbonitrile